(3aR,5s,6aS)-N-(6-(pyridin-3-yl)-4-(trifluoro-methyl)pyridazin-3-yl)-2-((tetrahydro-2H-pyran-4-yl)methyl)octahydro-cyclopenta[c]pyrrol-5-amine N1=CC(=CC=C1)C1=CC(=C(N=N1)NC1C[C@@H]2[C@@H](CN(C2)CC2CCOCC2)C1)C(F)(F)F